S(=O)(=O)([O-])C1=CC=C(C)C=C1.C[N+]1=CC=CC=C1 1-methylpyridin-1-ium Tosylate